C(C(=C)C)(=O)OCCC=1C(=C(C(=C(C1C(=O)[O-])C(=O)[O-])CCOC(C(=C)C)=O)C(=O)[O-])CCOC(C(=C)C)=O Tri(2-methacryloxyethyl)trimellitat